2,3-difluoro-bromobenzene FC1=C(C=CC=C1F)Br